S(=O)(=O)(O)O.C(CCC)N1CN(C2=C1C=CC=C2)CCCCS(=O)(=O)O 1-butyl-3-(4-sulfobutyl)benzimidazole hydrogen sulfate